N-{3-[2-(morpholin-4-yl)-8-(1H-pyrazol-5-yl)-1,7-naphthyridin-4-yl]phenyl}acetamide N1(CCOCC1)C1=NC2=C(N=CC=C2C(=C1)C=1C=C(C=CC1)NC(C)=O)C1=CC=NN1